(R)-6-chloro-3-((1-(2-(2-(3,3-difluorocyclobutyl)-2,6-dihydropyrrolo[3,4-c]pyrazol-5(4H)-yl)-3,6-dimethyl-4-oxo-3,4-dihydroquinazolin-8-yl)ethyl)amino)-N-(methylsulfonyl)picolinamide ClC1=CC=C(C(=N1)C(=O)NS(=O)(=O)C)N[C@H](C)C=1C=C(C=C2C(N(C(=NC12)N1CC2=NN(C=C2C1)C1CC(C1)(F)F)C)=O)C